CC1=C(C=NC=C1)CCCNC1CCN(CC1)C=1C2=C(N=CN1)C=CS2 N-(3-(4-Methylpyridin-3-yl)propyl)-1-(thieno[3,2-d]pyrimidin-4-yl)piperidin-4-amine